C[Si](C)(C)OS(=O)(=O)C1=CC=C(C=C1)[Si](C)(C)C 4-trimethylsilyl-benzenesulfonic acid trimethylsilyl ester